C(C)(=O)OCCCC1=C(N(C2=C(C(=CC=C12)Cl)C1=C2N(N=C1COCC1=CC=C(C=C1)OC)CCC2)C)C(=O)OC Methyl 3-(3-acetoxypropyl)-6-chloro-7-(2-(((4-methoxybenzyl)oxy)methyl)-5,6-dihydro-4H-pyrrolo[1,2-b]pyrazol-3-yl)-1-methyl-1H-indole-2-carboxylate